BrC=1C=C(C=NC1)C(CCCl)O 1-(5-bromo-3-pyridyl)-3-chloro-propan-1-ol